methyl-vinyl glycidyl ether C(C1CO1)OC=CC